2-(2-bromo-7-oxo-5,7-dihydro-6H-pyrrolo[3,4-b]pyridin-6-yl)-2-(3-fluorophenyl)-N-(pyridin-2-yl)acetamide BrC1=CC=C2C(=N1)C(N(C2)C(C(=O)NC2=NC=CC=C2)C2=CC(=CC=C2)F)=O